3-{4-[4-(1-Benzyl-piperidin-4-ylmethyl)-benzyloxy]-1-oxo-1,3-dihydro-isoindol-2-yl}-piperidine-2,6-dione C(C1=CC=CC=C1)N1CCC(CC1)CC1=CC=C(COC2=C3CN(C(C3=CC=C2)=O)C2C(NC(CC2)=O)=O)C=C1